ClC(C(=O)C1CC1)C(C)=O 2-chloro-1-cyclopropylbutane-1,3-dione